tert-butyl N-(3,4-dihydro-2H-thieno[3,4-b]pyran-3-yl)-N-methyl-carbamate O1C=2C(CC(C1)N(C(OC(C)(C)C)=O)C)=CSC2